(1R)-1-[5-ethyl-1-methyl-4-(4,4,5,5-tetramethyl-1,3,2-dioxaborolan-2-yl)-1H-pyrazol-3-yl]-3-(morpholin-4-yl)propan-1-ol C(C)C1=C(C(=NN1C)[C@@H](CCN1CCOCC1)O)B1OC(C(O1)(C)C)(C)C